BrC1=C(C=CC=C1)CS(=O)(=O)NC1=C(N=C(S1)C)C(=O)O 5-{[(2-bromophenyl)methyl]sulfonylamino}-2-methyl-1,3-thiazole-4-carboxylic acid